FC(C=CC(F)(F)F)(F)F Hexafluoro-2-buten